O=C1C(O)=C(O)[C@H](O1)[C@@H](O)CO.[Ca] (+)-calcium ascorbic acid